18-(2-((1,2-dimethylhydrazinyl)methyl)-1H-indol-1-yl)-9,10-dihydroxy-2,3-dimethyl-4,8,11,16-tetraoxo-3,7,12,15-tetraazaoctadecan-1-oate CN(NC)CC=1N(C2=CC=CC=C2C1)CCC(NCCNC(C(C(C(NCCC(N(C(C(=O)[O-])C)C)=O)=O)O)O)=O)=O